P(O)(O)Cl.C1(=CC=CC2=CC=CC=C12)O.C1(=CC=CC2=CC=CC=C12)O bisnaphthol phosphorchloridite